COC1=CC=C(C=N1)C=1N=C(C2=C(N1)C=C(S2)/C=C/C(=O)N2CCC(CC2)C(=O)N)N2CCOCC2 (E)-1-(3-(2-(6-methoxy-3-pyridinyl)-4-morpholino-6-thieno[3,2-d]pyrimidinyl)acryloyl)piperidine-4-carboxamide